ClC1=CC=C(CN2C(=CC=3N(C(N(C(C32)=O)CCCO)=O)C)\C=C\C(C)(C)C)C=C1 (E)-5-(4-chlorobenzyl)-6-(3,3-dimethylbut-1-en-1-yl)-3-(3-hydroxypropyl)-1-methyl-1,5-dihydro-2H-pyrrolo[3,2-d]pyrimidine-2,4(3H)-dione